CC1=CC=C(C=C1)S(=O)(=O)O.CNC(=O)C1=NC=CC(=C1)OC1=CC=C(C=C1)NC(N)=O N'-[4-[2-(N-methylcarbamoyl)-4-pyridyloxy]phenyl]urea p-toluenesulfonate